FC=1C=CC2=C(N=C(O2)NC2=NC3=C(N2C)C=CC(=C3)C(=O)NCCOC)C1 2-((5-fluorobenzo[d]-oxazol-2-yl)amino)-N-(2-methoxyethyl)-1-methyl-1H-benzo[d]-imidazole-5-carboxamide